N1(CCC1)C(=O)C1=CN(C2=NC=C(N=C21)Br)COCC[Si](C)(C)C Azetidin-1-yl(2-bromo-5-{[2-(trimethylsilyl)ethoxy]methyl}-5H-pyrrolo[2,3-b]pyrazin-7-yl)methanone